palmitoylsarcosine C(CCCCCCCCCCCCCCC)(=O)N(C)CC(=O)O